ClC1=C(C#N)C=CC=C1N1C(=NC(=C1)C1=NC(=NC=C1C(F)(F)F)N[C@@H]1[C@@H](CN(CC1)S(=O)(=O)C)F)C 2-Chloro-3-(4-(2-(((3R,4S)-3-fluoro-1-(methylsulfonyl)piperidin-4-yl)amino)-5-(trifluoromethyl)pyrimidin-4-yl)-2-methyl-1H-imidazol-1-yl)benzonitrile